ClC1=C(C=C(C=C1)C1=C(N=C(O1)C=1C=C(C=CC1)C)N1C(N=C(C(=C1)F)N1N=CN=C1)=O)F 1-(5-(4-chloro-3-fluorophenyl)-2-(m-tolyl)oxazol-4-yl)-5-fluoro-4-(1H-1,2,4-triazol-1-yl)pyrimidin-2(1H)-one